CC1(CC(C1)CO)C (3,3-Dimethylcyclobutyl)methanol